FC(OC1=NN(C(=C1)C)C1=NC(=CC=C1C(C)O)N1C=NC2=C1C=C(C(=C2)OC2COC2)NC=2N=NC(=CC2)C)F 1-[2-[3-(difluoromethoxy)-5-methyl-pyrazol-1-yl]-6-[6-[(6-methylpyridazin-3-yl)amino]-5-(oxetan-3-yloxy)benzimidazol-1-yl]-3-pyridinyl]ethanol